4-(4-(cyclohexanesulfonamido)phenyl)-1H-pyrrolo[2,3-b]pyridin C1(CCCCC1)S(=O)(=O)NC1=CC=C(C=C1)C1=C2C(=NC=C1)NC=C2